isoamyl 2-(isopentyloxyethylphosphino)-benzoate C(CC(C)C)OCCPC1=C(C(=O)OCCC(C)C)C=CC=C1